(2R,3R,4S,5R)-2-(6-amino-2-fluoro-9H-purin-9-yl)-4-(benzyloxy)-5-((benzyloxy)methyl)-5-(methoxymethyl)tetrahydrofuran-3-ol NC1=C2N=CN(C2=NC(=N1)F)[C@@H]1O[C@]([C@H]([C@H]1O)OCC1=CC=CC=C1)(COC)COCC1=CC=CC=C1